2-amino-5-bromo-4-(trifluoromethoxy)nicotinic acid NC1=C(C(=O)O)C(=C(C=N1)Br)OC(F)(F)F